(3-fluoro-4-methyl-5-nitro-phenyl)-boronic acid FC=1C=C(C=C(C1C)[N+](=O)[O-])B(O)O